L-ascorbic acid monostearate C(CCCCCCCCCCCCCCCCC)(=O)O.O=C1C(O)=C(O)[C@H](O1)[C@@H](O)CO